C(C)N1C(OC2=C1C=CC=C2C)=O 3-ethyl-7-methyl-2-oxo-2,3-dihydro-1,3-benzoxazol